N-(7-nitrobenzo[c][1,2,5]oxadiazol-4-yl)propionamide [N+](=O)([O-])C1=CC=C(C=2C1=NON2)NC(CC)=O